{4-[2-(3,4-dichlorophenoxy)acetylamino]bicyclo[2.1.1]hex-1-yl}carbamic acid benzyl ester C(C1=CC=CC=C1)OC(NC12CCC(C1)(C2)NC(COC2=CC(=C(C=C2)Cl)Cl)=O)=O